N1C=CC2=CC=C(C=C12)C1C(=C(NC=2N1N=C(C2)COC)C)C(=O)NC=2C=C1C=CN=CC1=CC2 7-(1H-indol-6-yl)-N-(isoquinolin-6-yl)-2-(methoxymethyl)-5-methyl-4,7-dihydropyrazolo[1,5-a]pyrimidine-6-carboxamide